8-(1-(difluoromethyl)-1H-pyrazol-3-yl)-2-fluoro-8-methyl-7,8-dihydro-6H-cyclopenta[e]pyrazolo[1,5-a]pyrimidine-6-carboxylic acid methyl ester COC(=O)C1CC(C2=C1C=NC=1N2N=C(C1)F)(C)C1=NN(C=C1)C(F)F